amino-N-(5-nitropyridin-2-yl)benzamide tert-butyl-(S)-4-(methoxymethyl-d2)-1,2,3-oxathiazolidine-3-carboxylate C(C)(C)(C)OC(=O)N1SOC[C@@H]1C([2H])([2H])OC.NC1=C(C(=O)NC2=NC=C(C=C2)[N+](=O)[O-])C=CC=C1